COC1=CC=C(C=C1)CN(C1=NC=CC=C1C(C)NCCC(=O)OCC)CC1=CC=C(C=C1)OC ethyl 3-[1-[2-[bis[(4-methoxyphenyl)methyl]amino]-3-pyridyl]ethylamino]propanoate